ethyl 3-(2-fluoro-5-nitropyridin-4-yl)-2-oxopropanoate FC1=NC=C(C(=C1)CC(C(=O)OCC)=O)[N+](=O)[O-]